OCC([C@H](C[C@H]1C(NCC1)=O)NC(=O)C1NCC2C1CCC2)=O N-[(2S)-4-hydroxy-3-oxo-1-[(3S)-2-oxopyrrolidin-3-yl]butan-2-yl]-hexahydro-1H-cyclopenta[c]pyrrole-1-carboxamide